1,3,5-trimethyl-7-(3-methyl-1-((4-(pyrrolidin-1-yl)bicyclo[2.2.2]octan-1-yl)methyl)-6,7-dihydro-1H-pyrazolo[4,3-c]pyridin-5(4H)-yl)-1H-pyrazolo[4,3-d]pyrimidine CN1N=C(C=2N=C(N=C(C21)N2CC1=C(CC2)N(N=C1C)CC12CCC(CC1)(CC2)N2CCCC2)C)C